2-acetyl-N-(3,5-dichloro-4-(3,6-dihydro-2H-pyran-4-yl)phenyl)-6-(methylsulfonyl)-1,2,3,4-tetrahydroisoquinoline-1-carboxamide C(C)(=O)N1C(C2=CC=C(C=C2CC1)S(=O)(=O)C)C(=O)NC1=CC(=C(C(=C1)Cl)C=1CCOCC1)Cl